C1C(CC2=CC=CC=C12)NC=1N=CC2=C(N1)C[C@@H](C2)C2=NN=C(O2)CC(=O)N2CC1=C(CC2)N=NN1 (R)-2-(5-(2-((2,3-dihydro-1H-inden-2-yl)amino)-6,7-dihydro-5H-cyclopenta[d]pyrimidin-6-yl)-1,3,4-oxadiazol-2-yl)-1-(3,4,6,7-tetrahydro-5H-[1,2,3]triazolo[4,5-c]pyridin-5-yl)ethan-1-one